5,5',5''-nitrilotris-(isobenzofuran-1,3-dione) N(C=1C=C2C(OC(C2=CC1)=O)=O)(C=1C=C2C(OC(C2=CC1)=O)=O)C=1C=C2C(OC(C2=CC1)=O)=O